7,8-dichloro-hexadecanoic acid ClC(CCCCCC(=O)O)C(CCCCCCCC)Cl